CN(C=1C=CC=C2CCN(CC12)C(=O)OC(C)(C)C)C1COCC1 tert-butyl 8-(methyl (tetrahydrofuran-3-yl) amino)-3,4-dihydroisoquinoline-2(1H)-carboxylate